C(C)(C)(C)OC(=O)N1C(CC1)C1=CC=C(C=C1)N1CC(C1)OCC(F)(F)F [4-[3-(2,2,2-trifluoroethoxy)azetidin-1-yl]phenyl]azetidine-1-carboxylic acid tert-butyl ester